oxazol-5-ylmethyl (4-((8-(methylsulfonyl)-8-azabicyclo[3.2.1]octan-3-yl)methyl)phenyl)carbamate CS(=O)(=O)N1C2CC(CC1CC2)CC2=CC=C(C=C2)NC(OCC2=CN=CO2)=O